1-((5-(aminomethyl)-1-(4,4,4-trifluorobutyl)-1H-indol-2-yl)methyl)-4,6-difluoro-3-methyl-1,3-dihydro-2H-benzo[d]imidazol-2-one NCC=1C=C2C=C(N(C2=CC1)CCCC(F)(F)F)CN1C(N(C2=C1C=C(C=C2F)F)C)=O